ethyl 2-(1-(cyclopropylmethyl)-5-fluoro-7-(1-((1s,4s)-4-hydroxycyclohexane-1-carbonyl) piperidin-4-yl)-1H-indol-2-yl)-3-methylpyrazolo[1,5-a]pyridine-6-carboxylate C1(CC1)CN1C(=CC2=CC(=CC(=C12)C1CCN(CC1)C(=O)C1CCC(CC1)O)F)C1=NN2C(C=CC(=C2)C(=O)OCC)=C1C